Ethyl (NZ)-N-[[(7-bromo-6-fluoro-1,3-dihydroisobenzofuran-5-yl)amino]-ethylsulfanyl-methylene]carbamate BrC=1C(=C(C=C2COCC12)N/C(=N/C(OCC)=O)/SCC)F